CC(C(=O)OCC(C)C)C isobutyl 2-methylpropanoate